[Si](C1=CC=CC=C1)(C1=CC=CC=C1)(C(C)(C)C)OCC1CCC(CC1)CCO 2-[4-[[tert-butyl(diphenyl)silyl]oxymethyl]cyclohexyl]ethanol